ClC=1C(=C(C=CC1F)N(C(=O)C1N(C(NC1)=O)C1=CC(=C2C(=N1)CC=C2)C(F)(F)F)C)F N-(3-chloro-2,4-difluorophenyl)-N-methyl-2-oxo-3-(4-(trifluoromethyl)-7H-cyclopenta[b]pyridin-2-yl)imidazolidine-4-carboxamide